N-(5,7-difluoro-1-oxo-1,2,3,4-tetrahydroisoquinolin-4-yl)-2-(2,4-dioxo-1,4-dihydroquinazolin-3(2H)-yl)acetamide FC1=C2C(CNC(C2=CC(=C1)F)=O)NC(CN1C(NC2=CC=CC=C2C1=O)=O)=O